NC=1[N-]C=CN1 2-amino-imidazolate